FC(C=1N=CC=2N(C1)C(=CN2)C2=NC=CC(=N2)N2CC(CCC2)S(=O)(=O)C)F 6-(Difluoromethyl)-3-(4-(3-(methylsulfonyl)piperidin-1-yl)pyrimidin-2-yl)imidazo[1,2-a]pyrazine